(3-hydroxy-4-methoxypyridine-2-thiocarbonyl)-L-alanine (1R,2S)-1-cyclopentyl-1-phenylprop-2-yl ester C1(CCCC1)[C@@H]([C@H](C)OC([C@@H](NC(=S)C1=NC=CC(=C1O)OC)C)=O)C1=CC=CC=C1